BrC=1N=CC(=NC1)NC1=NNC(=C1)C1=C(OCCCNC(OC(C)(C)C)=O)C=CC=C1OC tert-Butyl 3-(2-(3-(5-bromopyrazin-2-ylamino)-1H-pyrazol-5-yl)-3-methoxyphenoxy)propylcarbamate